5-(thiophen-2-yl)cyclopentane-1,2-diol S1C(=CC=C1)C1CCC(C1O)O